2-chloro-5-(3-cyclopropyl-1,2,4-oxadiazol-5-yl)-N-[3-methyl-5-(2-phenylethynyl)-2-pyridyl]benzamide ClC1=C(C(=O)NC2=NC=C(C=C2C)C#CC2=CC=CC=C2)C=C(C=C1)C1=NC(=NO1)C1CC1